C(=O)(O)COC(C(O)C(=O)O)=O O-carboxymethyl-tartronic acid